ClC1=C2C(=NC=C1C(=O)N1CCCCC1)NC=C2 (4-chloro-1H-pyrrolo[2,3-b]pyridin-5-yl)(piperidin-1-yl)methanone